C(#N)[C@H](C[C@@H]1C(NCCC1)=O)NC(=O)[C@@H]1N([C@@H]2CC([C@H]1CC2)(F)F)C([C@@H](CC2CC2)NC(C(F)(F)F)=O)=O (1S,3R,4S)-N-[(1S)-1-cyano-2-[(3R)-2-oxo-3-piperidyl]ethyl]-2-[(2R)-3-cyclopropyl-2-[(2,2,2-trifluoroacetyl)amino]propanoyl]-5,5-difluoro-2-azabicyclo[2.2.2]octane-3-carboxamide